NC1=C2N(C(N(C2=NC=N1)C1CCN(CC1)C1CCN(CC1)C1CN(C1)C=1C=C2C(N(C(C2=CC1)=O)C1C(NC(CC1)=O)=O)=O)=O)C=1C=NC(=CC1)OC1=CC=C(C=C1)F 5-(3-(4-(6-amino-7-(6-(4-fluorophenoxy)pyridin-3-yl)-8-oxo-7,8-dihydro-9H-purin-9-yl)-[1,4'-bipiperidin]-1'-yl)azetidin-1-yl)-2-(2,6-dioxopiperidin-3-yl)isoindoline-1,3-dione